BrC1=C(N)C(=CC=C1)OC 2-bromo-6-methoxyaniline